N-[3-[[2-[1-(benzenesulfonamido)-2-(3-cyanophenyl)ethyl]-1,3-benzothiazol-6-yl]oxy]propyl]acetamide C1(=CC=CC=C1)S(=O)(=O)NC(CC1=CC(=CC=C1)C#N)C=1SC2=C(N1)C=CC(=C2)OCCCNC(C)=O